CC(C(=O)SC1=CC=C(C=C1)C)(C)N1CCOCC1 2-methyl-1-(4-methylphenylsulfanyl)-2-morpholinopropane-1-one